COC(C1CCN(CC1)C1=CC=C(C=C1)C1C([C@@H](CC2=CC(=CC=C12)OC)C)C1=CC=CC=C1)OC 4-(dimethoxymethyl)-1-[4-[(3R)-6-methoxy-3-methyl-2-phenyl-tetralin-1-yl]phenyl]piperidine